tert-Butyl-{(2S)-1-[(2-aminoethyl)amino]-4-[{(1R)-1-[1-benzyl-4-(2,5-difluorophenyl)-1H-imidazol-2-yl]-2,2-dimethylpropyl} (glycoloyl)amino]-1-oxobutan-2-yl} carbamat C(N)(O[C@H](C(=O)NCCN)CC(N(C(CO)=O)[C@H](C(C)(C)C)C=1N(C=C(N1)C1=C(C=CC(=C1)F)F)CC1=CC=CC=C1)C(C)(C)C)=O